propyl cis-11-octadecenoate C(CCCCCCCCC\C=C/CCCCCC)(=O)OCCC